1-(4-fluoro-1-methyl-1H-indazol-5-yl)-3-(2-(4-fluoro-3,5-dimethylphenyl)-4-methyl-4,5,6,7-tetrahydro-2H-pyrazolo[4,3-c]pyridin-3-yl)-1,3-dihydro-2H-imidazol-2-one FC1=C2C=NN(C2=CC=C1N1C(N(C=C1)C=1N(N=C2C1C(NCC2)C)C2=CC(=C(C(=C2)C)F)C)=O)C